FC=1C=C(C=CC1F)N1C(CCC[C@H]1C1=NC2=C(N1[C@@H]1CC[C@H](CC1)O)C=CC(=C2)C2=C(N=CN2C)C)=O (S)-1-(3,4-difluorophenyl)-6-(5-(1,4-dimethyl-1H-imidazol-5-yl)-1-(trans-4-hydroxycyclohexyl)-1H-benzo[d]imidazol-2-yl)piperidin-2-one